BrC1(CC(=CC=C1)Br)B(O)O 1,3-dibromophenylboronic acid